benzyl 4-((1-((tert-butoxycarbonyl)amino)piperidin-4-yl)ethynyl)-4-hydroxypiperidine-1-carboxylate C(C)(C)(C)OC(=O)NN1CCC(CC1)C#CC1(CCN(CC1)C(=O)OCC1=CC=CC=C1)O